(RS)-3-(2-(4-chloro-1-methyl-1H-pyrazol-5-yl)-2-methoxyethyl)pyridine ClC=1C=NN(C1[C@@H](CC=1C=NC=CC1)OC)C |r|